4-bromo-2-chloropyridine BrC1=CC(=NC=C1)Cl